Cl.C[C@@H]1[C@@H](NCCO1)C (2r,3s)-2,3-dimethylmorpholin hydrochloride